N-(4-bromo-2-methylphenyl)-1-methyl-4-vinyl-1H-pyrazole-5-carboxamide BrC1=CC(=C(C=C1)NC(=O)C1=C(C=NN1C)C=C)C